(R or S)-1-(2-(4-cyclobutyl-2-hydroxyphenyl)-5-(8-(trifluoromethyl)quinazoline-5-carbonyl)-2,3,4,5,5a,6,8,9-octahydro-7H-1,2,5,7-tetraazabenzo[cd]azulen-7-yl)prop-2-en-1-one C1(CCC1)C1=CC(=C(C=C1)N1N=C2CCN(C[C@H]3C2=C1CCN3C(=O)C=3C=1C=NC=NC1C(=CC3)C(F)(F)F)C(C=C)=O)O |o1:17|